2[5H]-furanone O1C(C=CC1)=O